C1(=CC=CC=2C(=CC=CC12)S(=O)(=O)Cl)S(=O)(=O)Cl naphthalene-1,5-disulphonyl chloride